(13R)-13-methyl-19-(oxan-2-yl)-8,14-dioxa-4,5,10,19,20,23-hexaazatetracyclo[13.5.2.12,5.018,21]tricosa-1(20),2(23),3,15,17,21-hexaen-9-one C[C@@H]1CCNC(OCCN2N=CC(C3=NN(C4=CC=C(O1)C=C34)C3OCCCC3)=N2)=O